Sodium 4,4'-diaminostilbene-2,2'-disulfonate NC=1C=C(C(=CC1)C=CC=1C(=CC(=CC1)N)S(=O)(=O)[O-])S(=O)(=O)[O-].[Na+].[Na+]